CNC(C1=C(C=CC=C1)SC1=CC=C2C(=NNC2=C1)\C=C\C=1C=NC(=CC1)OCCN1CCCC1)=O N-methyl-2-({3-[(E)-2-{6-[2-(pyrrolidin-1-yl)ethoxy]pyridin-3-yl}vinyl]-1H-indazol-6-yl}thio)benzamide